BrC1=CC(=C(C(=O)OC)C=C1)C=O methyl 4-bromo-2-formyl-benzoate